BrC=1C=C(C=C2CCCC(C12)CC)OCOC 8-bromo-1-ethyl-6-(methoxymethoxy)tetralin